N-(2,2-dimethyl-7-morpholino-3,4-dihydro-1,4-benzoxazin-6-yl)pyrazolo[1,5-a]pyrimidine-3-carboxamide CC1(OC2=C(NC1)C=C(C(=C2)N2CCOCC2)NC(=O)C=2C=NN1C2N=CC=C1)C